ClC1=C(C=CC=C1)F 1-chloro-2-fluoro-benzene